(R)-N-(2-(4-Cyanothiazolidin-3-yl)-2-oxoethyl)-6-(2-oxa-6-azaspiro[3.3]heptan-6-yl)quinoline-4-carboxamide C(#N)[C@H]1N(CSC1)C(CNC(=O)C1=CC=NC2=CC=C(C=C12)N1CC2(COC2)C1)=O